oxygen calcium-magnesium [Mg].[Ca].[O]